[Sn+4].C(C)C(C/C(/C(=O)OCCCCCCCC)=C/C(=O)[O-])CCCC.C(C)C(C/C(/C(=O)OCCCCCCCC)=C/C(=O)[O-])CCCC.C(CCCCCCC)OC(\C(=C/C(=O)[O-])\CC(CCCC)CC)=O.C(CCCCCCC)OC(\C(=C/C(=O)[O-])\CC(CCCC)CC)=O di-n-octyl bis(2-ethylhexyl maleate) tin